C(C1=CC=CC=C1)N1C2C(CCC1CC2O)=O 8-benzyl-7-hydroxy-8-azabicyclo[3.2.1]octane-2-one